ClC=1C=C(C=CC1Cl)C(CN(C)C)NS(=O)(=O)C1=CC=C(C=C1)OC1=CC=C(C=C1)C(F)(F)F N-(1-(3,4-dichlorophenyl)-2-(dimethylamino)ethyl)-4-(4-(trifluoromethyl)phenoxy)benzenesulfonamide